1-bromoethynyl-2-isopropyl-5-methylcyclohexane-1-ol BrC#CC1(C(CCC(C1)C)C(C)C)O